C(C)(=O)ON=C(CCC1CCCC1)C=1C=CC=2N(C3=CC=C(C=C3C2C1)C(C1=C(C=CC=C1)C)=O)CC N-acetoxy-1-[9-ethyl-6-(2-methylbenzoyl)-9H-carbazol-3-yl]-3-cyclopentylpropan-1-imine